(thiophen-2-yl)cyclopropane-1-carboxamide S1C(=CC=C1)C1(CC1)C(=O)N